5-(cyclopropyl(methyl)amino)-N-((6-methyl-5-(pyrazolo[1,5-a]pyridin-5-yl)-2,3-dihydro-1H-inden-4-yl)carbamoyl)pyridine-3-sulfonamide C1(CC1)N(C=1C=C(C=NC1)S(=O)(=O)NC(NC1=C2CCCC2=CC(=C1C1=CC=2N(C=C1)N=CC2)C)=O)C